3-(((4-(2-hydroxypropan-2-yl)thiazol-2-yl)methyl)amino)-2,3-dihydrothiophene OC(C)(C)C=1N=C(SC1)CNC1CSC=C1